2-(4-fluorophenyl)-3-(pyridin-4-yl)-6-(trifluoromethyl)pyrazolo[1,5-a]pyridine FC1=CC=C(C=C1)C1=NN2C(C=CC(=C2)C(F)(F)F)=C1C1=CC=NC=C1